4-isopropyl-5-(8-methyl-[1,2,4]triazolo[1,5-a]pyridin-6-yl)-1H-pyrazole-3-carbaldehyde C(C)(C)C=1C(=NNC1C=1C=C(C=2N(C1)N=CN2)C)C=O